C(C1=CC=CC=C1)N1CCC(=CC1)CN (1-benzyl-1,2,3,6-tetrahydropyridin-4-yl)methanamine